indolacetylaspartic acid N1C(=CC2=CC=CC=C12)CC(=O)N[C@@H](CC(=O)O)C(=O)O